NC1=NC=NC2=C(C=CC=C12)C(=O)NC1=C2C=CN=C(C2=CC=C1C)NC1=CC(=C(C=C1)Cl)CN(C)C 4-amino-N-(1-((4-chloro-3-((dimethylamino)methyl)phenyl)amino)-6-methylisoquinolin-5-yl)quinazoline-8-carboxamide